(2S,5S)-9-(2-aminoethoxy)-8-fluoro-5-(hydroxymethyl)-2-isopropyl-1-methyl-1,4,5,6-tetrahydro-1,4-benzodiazocin-3(2H)-one NCCOC1=CC2=C(C[C@H](NC([C@@H](N2C)C(C)C)=O)CO)C=C1F